pyrimidin-amine N1=C(N=CC=C1)N